CC1=C(CB(O)O)C(=CC=C1)C 2,6-dimethylbenzylboronic acid